4-(dimethylamino)butanoic acid hydrogen chloride Cl.CN(CCCC(=O)O)C